2-bromo-N-(2,2-difluoro-2-(4-chlorophenyl)ethyl)acetamide BrCC(=O)NCC(C1=CC=C(C=C1)Cl)(F)F